C(C)(C)(C)NS(=O)(=O)C1=CC=C(C=C1)NC([C@H](CC1CCN(CC1)C(=O)OCC1=CC=CC=C1)NC(C1=NC=C(C=C1)F)=O)=O benzyl (S)-4-(3-((4-(N-(tert-butyl)sulfamoyl)phenyl)amino)-2-(5-fluoropicolinamido)-3-oxopropyl)piperidine-1-carboxylate